Dimethyl 2-(3-bromophenyl)malonate BrC=1C=C(C=CC1)C(C(=O)OC)C(=O)OC